[Si](C)(C)(C(C)(C)C)OC1C(COC1)NC=1C=C(C#N)C=C(C1)Cl 3-((4-((tert-butyldimethylsilyl)oxy)tetrahydrofuran-3-yl)amino)-5-chlorobenzonitrile